[Cl-].C(CCCCCCCCC)OC(=O)OC(C(=O)OC1CC2CCC(C1)[N+]21CCCC1)(C1=CC=CC=C1)C1=CC=CC=C1 3-(2-(((decyloxy)carbonyl)oxy)-2,2-diphenylacetoxy)spiro[bicyclo[3.2.1]octane-8,1'-pyrrolidin]-8-ium chloride